C(C=C)(=O)OC(C)C.C(C=C)(=O)OC(C)C diisopropyl diacrylate